N-(3-((3,5-dimethylisoxazol-4-yl)methoxy)benzoyl)quinoline-2-carbohydrazide CC1=NOC(=C1COC=1C=C(C(=O)N(N)C(=O)C2=NC3=CC=CC=C3C=C2)C=CC1)C